C(CCCCCCCCC)OC(CCCCCCCCCCC)=O dodecanoic acid-n-decyl ester